4-(4,4-Difluoroazepan-1-yl)-N-(2-oxo-1,2-dihydropyridin-4-yl)-6-(trifluoromethyl)pyridazine-3-carboxamide FC1(CCN(CCC1)C1=C(N=NC(=C1)C(F)(F)F)C(=O)NC1=CC(NC=C1)=O)F